OC1=C(C=CC(=C1)OCCCCCCCC)C1=NC=NC=N1 2-hydroxy-4-octyloxyphenyl-1,3,5-triazine